4-(3-aminophenyl)-5-methyl-5,8-dihydro-pteridin-7(6H)-one NC=1C=C(C=CC1)C1=NC=NC=2NC(CN(C12)C)=O